BrC1=CC=NC=C1C(=O)OCC ethyl 4-bromonicotinate